2,3-dimethyl-6-[(2R)-2-(1-methyl-1H-pyrazol-4-yl)morpholin-4-yl]-8-(2,3,4-trifluorophenyl)-3H,4H-pyrimido[5,4-d][1,3]diazin-4-one CC=1N(C(C2=C(N1)C(=NC(=N2)N2C[C@H](OCC2)C=2C=NN(C2)C)C2=C(C(=C(C=C2)F)F)F)=O)C